1-amino-N-(1-isocyanocyanocyclopropyl)cyclohexane-1-carboxamide NC1(CCCCC1)C(=O)NC1(C(C1)C#N)[N+]#[C-]